(2S)-2-amino-N-[(2S)-3-(3,4-difluorophenyl)-1-(4-{3-[1-(2,6-dioxopiperidin-3-yl)-3-methyl-2-oxo-1,3-benzodiazol-5-yl]propyl}piperidin-1-yl)-1-oxopropan-2-yl]pentanediamide N[C@H](C(=O)N[C@H](C(=O)N1CCC(CC1)CCCC1=CC2=C(N(C(N2C)=O)C2C(NC(CC2)=O)=O)C=C1)CC1=CC(=C(C=C1)F)F)CCC(=O)N